3-Hydroxy-2-methyl-4H,5H,7H-pyrazolo[3,4-c]pyridine-6-carboxylic acid tert-butyl ester C(C)(C)(C)OC(=O)N1CC=2C(CC1)=C(N(N2)C)O